C1CC12C1(CC1)C2CCOC2=NNC=C2C(=O)O 3-(2-(dispiro[2.0.24.13]heptan-7-yl)ethoxy)-1H-pyrazole-4-carboxylic Acid